(R)-(2-(2,6-bis(benzyloxy)pyridin-3-yl)benzo[d]oxazol-6-yl)(6-fluoro-3-methylindolin-1-yl)methanone C(C1=CC=CC=C1)OC1=NC(=CC=C1C=1OC2=C(N1)C=CC(=C2)C(=O)N2C[C@@H](C1=CC=C(C=C21)F)C)OCC2=CC=CC=C2